C(C)(C)N1N=CC=C1[C@@H]1N(C[C@@H](CC1)C)C(C(=O)OCC(F)(F)F)=O |r| rac-2,2,2-Trifluoroethyl 2-((2R,5R)-2-(1-isopropyl-1H-pyrazol-5-yl)-5-methylpiperidin-1-yl)-2-oxoacetate